CN(CCC/C(=C/CCC(=O)OC(CCC1=CC=C(C=C1)C)CCC1=CC=C(C=C1)C)/CCCC(=O)OC(CCCCCCC)CCCCCCC)C 1-(1,5-di-p-tolylpentan-3-yl) 9-(pentadecan-8-yl) (E)-5-(3-(dimethylamino)propyl)non-4-enedioate